6-benzyloxy-4-isopropoxybenzo[b]thiophene-2-carboxylic acid methyl ester COC(=O)C1=CC2=C(S1)C=C(C=C2OC(C)C)OCC2=CC=CC=C2